(S)-2-(4-(6-((4-cyanobenzyl)oxy)pyridin-2-yl)-2-fluorobenzyl)-1-(4,4-dimethyltetrahydrofuran-3-yl)-4-fluoro-1H-benzo[d]imidazole-6-carboxylic acid C(#N)C1=CC=C(COC2=CC=CC(=N2)C2=CC(=C(CC3=NC4=C(N3[C@@H]3COCC3(C)C)C=C(C=C4F)C(=O)O)C=C2)F)C=C1